COC=1C=C(C=CC1)C1=CC=C(S1)[C@H](CC(=O)[O-])NC(=O)NC=1C(N(C=CC1[O-])C)=O.[Na+].[Na+] sodium (S)-3-(5-(3-methoxyphenyl)thiophen-2-yl)-3-(3-(1-methyl-4-oxido-2-oxo-1,2-dihydro pyridin-3-yl)ureido)propanoate